palmitoyl-sn-glycero-3-phosphocholine C(CCCCCCCCCCCCCCC)(=O)C(OP(OC[C@@H](CO)O)(=O)[O-])C[N+](C)(C)C